1-ethyl-3-(3-nitrophenyl)-1H-pyrazole-4-carboxylic acid C(C)N1N=C(C(=C1)C(=O)O)C1=CC(=CC=C1)[N+](=O)[O-]